N1=CC=CC2=CC=C(C=C12)/C=C/C(=O)OCC Ethyl (E)-3-(quinolin-7-yl)acrylate